CCCCC1=NC(=C(N1CC2=CC3=C(C=C2)OC(=C3Br)C4=CC=CC=C4C5=NNN=N5)C(=O)O)Cl The molecule is a member of the class of 1-benzofurans that is 3-bromo-1-benzofuran which is substituted by a 2-(1H-tetrazol-5-yl)phenyl group at position 2 and by a (2-butyl-5-carboxy-4-chloro-1H-imidazol-1-yl)methyl group at position 5. It is an angiotensin II receptor type 1 (AT1) antagonist and was in clinical trials for the treatment of hypertension (now discontinued). It has a role as an angiotensin receptor antagonist and an antihypertensive agent. It is a member of tetrazoles, an imidazolyl carboxylic acid, a member of 1-benzofurans, an organochlorine compound, an organobromine compound, a monocarboxylic acid and a biaryl. It is a conjugate acid of a zolasartan(2-).